N-2-fluorophenyl-formamide tert-butyl-N-[26-(4-nitrophenoxy)-3,6,9,12,15,18,21,24-octaoxahexacosan-1-yl]carbamate C(C)(C)(C)OC(NCCOCCOCCOCCOCCOCCOCCOCCOCCOC1=CC=C(C=C1)[N+](=O)[O-])=O.FC1=C(C=CC=C1)NC=O